C1(CC1)CN(CC)C1=NC(=NC=C1C=CC#N)NC1=CC=C(C=C1)N1CCOCC1 3-{4-[N-(Cyclopropylmethyl)-N-ethylamino]-2-[4-(morpholin-4-yl)phenylamino]pyrimidin-5-yl}acrylonitrile